2-(4-aminophenyl)-N-(2'-fluoro-4'-(1,1,1,3,3,3-hexafluoro-2-hydroxypropan-2-yl)-[1,1'-biphenyl]-4-yl)acetamide NC1=CC=C(C=C1)CC(=O)NC1=CC=C(C=C1)C1=C(C=C(C=C1)C(C(F)(F)F)(C(F)(F)F)O)F